C(C1=CC=CC=C1)N1C([C@]2(C3=CC=CC=C13)C[C@@]1(C(C3=CC=CC=C3C1=C[C@@H]2C2=CC=CC=C2)=O)CF)=O (2R,3R,9aR)-1'-benzyl-9a-(fluoromethyl)-3-phenyl-3,9a-dihydrospiro[fluorene-2,3'-indole]-2',9(1H)-dione